C(C)(C)(C)OC(=O)N(C1CCN(CC1)C=1C2=CN(N=C2C(=CC1)C(=O)OC)C)C1CC1 methyl 4-[4-[tert-butoxycarbonyl(cyclopropyl)amino]-1-piperidyl]-2-methyl-indazole-7-carboxylate